1-Benzyl-4-(4-{6-bromo-7-[(1-ethylpiperidin-4-yl)amino]-3H-imidazo[4,5-b]pyridin-2-yl}phenyl)piperazin-2-one C(C1=CC=CC=C1)N1C(CN(CC1)C1=CC=C(C=C1)C1=NC=2C(=NC=C(C2NC2CCN(CC2)CC)Br)N1)=O